5-Bromo-6-chloro-4-methyl-pyridin-3-amine BrC=1C(=C(C=NC1Cl)N)C